C(C)(C)(C)OC(NCC1=CC=C(C=C1)CN1C=NC2=C(N=NC(=C21)OC(C)C)N(CC2=C(C=C(C=C2)OC)OC)CC2=C(C=C(C=C2)OC)OC)=O.BrC2=CN=NC1=CC(=C(C=C21)N2CCOCC2)OC 4-(4-bromo-7-methoxycinnolin-6-yl)morpholine tert-butyl-N-[[4-[[7-[bis[(2,4-dimethoxyphenyl)methyl]amino]-4-isopropoxy-imidazo[4,5-d]pyridazin-3-yl]methyl]phenyl]methyl]carbamate